N1C(=NC=C1)C1=NC=CC2=CC=CC=C12 1-(imidazol-2-yl)isoquinoline